CN(C)CC1CN(C1)C1=NC2=C(N1C(=O)NCC#CC1=CC=CC=C1)C=CC=C2 (3-((Dimethylamino)methyl)azetidin-1-yl)-N-(3-phenylprop-2-yn-1-yl)-1H-benzo[d]imidazole-1-carboxamide